O1C2=C(OCC1)C=C(C=C2)C(CCN2CC(CC2)C2=C(C=C(C=C2)F)OCOC)=O 1-(2,3-dihydrobenzo[b][1,4]dioxin-6-yl)-3-(3-(4-fluoro-2-(methoxymethoxy)phenyl)pyrrolidin-1-yl)propan-1-one